(5-chloro-4-(((3R,6S)-6-(hydroxymethyl)tetrahydro-2H-pyran-3-yl)amino)-1H-pyrrolo[2,3-b]pyridin-3-yl)(2-chloro-4-phenoxyphenyl)methanone ClC=1C(=C2C(=NC1)NC=C2C(=O)C2=C(C=C(C=C2)OC2=CC=CC=C2)Cl)N[C@H]2CO[C@@H](CC2)CO